4-carbazolate C1=CC=C(C=2C3=CC=CC=C3NC12)C(=O)[O-]